O.ClC1=C(C(=O)N2COC3=C(C2)C=CC=C3C3=CC(=C(C(=O)O)C=C3F)N3C2COCC3CC2)C(=CC(=C1)N1[C@@H](CN(CC1)C)C)Cl 4-[3-[2,6-Dichloro-4-[(2R)-2,4-dimethylpiperazin-1-yl]benzoyl]-2,4-dihydro-1,3-benzoxazin-8-yl]-5-fluoro-2-(3-oxa-8-azabicyclo[3.2.1]oct-8-yl)benzoic acid hydrate